C(C)(=O)N1CCN(CC1)C1=CC=C(C=C1)NC1=NC=C(C(=N1)N(C)C1CC1)C(=O)N 2-(4-(4-acetylpiperazin-1-yl)phenylamino)-4-(cyclopropyl-methylamino)pyrimidine-5-carboxamide